C1(NNC(C2=CC=CC=C12)=O)=O 2,3-dihydro-2,3-naphthyridinedione